BrC1=CC=C2C=C(N(C2=C1)C1CCC1)N 6-bromo-1-cyclobutyl-1H-indol-2-amine